3-((6-(3-(Difluoromethyl)-1H-pyrazol-4-yl)-1-oxo-2,7-naphthyridin-2(1H)-yl)methyl)-5-fluoro-N-methylbenzamide FC(C1=NNC=C1C=1C=C2C=CN(C(C2=CN1)=O)CC=1C=C(C(=O)NC)C=C(C1)F)F